[NH4+].C[N+]1(CCCC1)C N,N-dimethyl-pyrrolidinium ammonium